C(CCC)[C@H]1N(S(C2=C(N(C1)C1=CC=CC=C1)C=C(C(=C2)C=2C=C(C(=O)OCC)C=CC2C#N)F)(=O)=O)C ethyl (R)-3-(3-butyl-7-fluoro-2-methyl-1,1-dioxido-5-phenyl-2,3,4,5-tetrahydrobenzo[f][1,2,5]thiadiazepin-8-yl)-4-cyanobenzoate